rac-N-[(5R,6S)-5-[([1,1'-biphenyl]-3-yl)methyl]-2-methyl-4-oxo-3-(propan-2-yl)-3,4,5,6,7,8-hexahydroquinazolin-6-yl]-1-methoxycyclopropane-1-carboxamide C1(=CC(=CC=C1)C[C@@H]1C=2C(N(C(=NC2CC[C@@H]1NC(=O)C1(CC1)OC)C)C(C)C)=O)C1=CC=CC=C1 |r|